(6S)-2-(4-chloro-2-iodo-6-methylbenzyl)-4-(4-methoxybenzyl)-6-methylmorpholin-3-one ClC1=CC(=C(CC2C(N(C[C@@H](O2)C)CC2=CC=C(C=C2)OC)=O)C(=C1)C)I